(2-fluoro-4-(piperazin-1-yl)phenyl)-8,9-dihydroimidazo[1',2':1,6]pyrido[2,3]pyrimidin-2-amine FC1=C(C=CC(=C1)N1CCNCC1)C1N(C=NC2=C1N1C(C=C2)=NCC1)N